4-bromo-2,2-dimethylbutyronitrile BrCCC(C#N)(C)C